CC1=C(C=CC(=C1)NC1=NC=CC(=N1)NC1=NC(=NC=C1)C1=NC(=CC=C1)C)NC(=O)C1CCNCC1 N-[2-methyl-4-[[4-[[2-(6-methyl-2-pyridyl)pyrimidin-4-yl]amino]pyrimidin-2-yl]amino]phenyl]piperidine-4-carboxamide